(3S,4S)-8-(8-((6-amino-2,3-dichloropyridin-4-yl)thio)-[1,2,4]triazolo[4,3-c]pyrimidin-5-yl)-3-methyl-2-oxa-8-azaspiro[4.5]decan-4-amine NC1=CC(=C(C(=N1)Cl)Cl)SC=1C=2N(C(=NC1)N1CCC3([C@@H]([C@@H](OC3)C)N)CC1)C=NN2